(2S,3S,4R,5R)-3,4-dihydroxyl-N-methyl-5-(6-((3-methylbenzyl)amino)-2-(pyridin-3-yl)-9H-purin-9-yl)tetrahydrofuran-2-carboxamide O[C@@H]1[C@H](O[C@H]([C@@H]1O)N1C2=NC(=NC(=C2N=C1)NCC1=CC(=CC=C1)C)C=1C=NC=CC1)C(=O)NC